NC=1NC(C=2N(C(N(C2N1)[C@@H]1O[C@@H](C[C@H]1O)CO)=O)CC1=CC=CC=C1)=O 2-Amino-7-benzyl-9-((2R,3R,5S)-3-hydroxy-5-(hydroxymethyl)tetrahydrofuran-2-yl)-7,9-dihydro-1H-purin-6,8-dion